C(C)C(CO)(CO)CCCC 2-ethyl-2-butylpropan-1,3-diol